C1=CC=CC=2C=CC3=C4C(=C5N=C6C=C7C(=CC6=NC5=C3C12)C=CC=C7)C7=CC=CC=C7C=C4 benzo[i]dinaphtho[1,2-a:2',1'-c]phenazine